CC(C(C)N)NC 1,N1-dimethyl-1,2-propanediamine